NC1=NC(=CC=C1N)OC amino-3-amino-6-methoxypyridine